(R)-3-methyl-4-oxo-3-(1H-pyrazol-3-yl)cyclopentane-1,1-dicarboxylic acid diethyl ester C(C)OC(=O)C1(C[C@@](C(C1)=O)(C1=NNC=C1)C)C(=O)OCC